cyclobutyltrimethoxysilane C1(CCC1)[Si](OC)(OC)OC